C(C)(C)(C)OC(=O)NC1CCN(CC1)C1CCN(CC1)C(=O)OCC1=CC=CC=C1 Benzyl 4-[4-(tert-butoxycarbonylamino)-1-piperidyl]piperidine-1-carboxylate